6-methoxy-7-(3-hydroxymethylenepiperidin-1-yl)-13,13-dimethyl-3H,13H-indeno[2',3':3,4]naphtho[1,2-b]pyran COC=1C(=CC=2C3=C(C4=C(OCC=C4)C2C1)C(C1=CC=CC=C13)(C)C)N1CC(CCC1)=CO